(2S,4R)-4-(difluoromethoxy)-1-((phenoxathiine-3-carbonyl)glycyl)-N-(pyrrolo[1,2-a]pyrazin-7-ylmethyl)pyrrolidine-2-carboxamide FC(O[C@@H]1C[C@H](N(C1)C(CNC(=O)C=1C=CC=2SC3=CC=CC=C3OC2C1)=O)C(=O)NCC=1C=C2N(C=CN=C2)C1)F